OC1=CC=C(C=C1)CN1C(=NC2=C1C=CC=C2)C(F)(F)F 1-(4-hydroxyphenylmethyl)-2-trifluoromethyl-1H-benzo[d]imidazole